3,6-Dichloro-1-(3-((5-methyl-4-nitro-1-(tetrahydro-2H-pyran-4-yl)-1H-pyrazol-3-yl)oxy)propyl)-1H-pyrazolo[3,4-d]pyrimidine ClC1=NN(C2=NC(=NC=C21)Cl)CCCOC2=NN(C(=C2[N+](=O)[O-])C)C2CCOCC2